2-methoxy-5-[[2-[(2R,5S)-5-methyl-2-[2-(1-methyl-4-piperidyl)-1,3-benzothiazol-5-yl]-1-piperidyl]-2-oxo-acetyl]amino]pyridine-3-carboxamide COC1=NC=C(C=C1C(=O)N)NC(C(=O)N1[C@H](CC[C@@H](C1)C)C=1C=CC2=C(N=C(S2)C2CCN(CC2)C)C1)=O